t-Butyl 3-oxoazetidine-1-carboxylate O=C1CN(C1)C(=O)OC(C)(C)C